(R)-3-(isoquinolin-4-yl)-1-(2-methylpyridin-4-yl)-2-oxoimidazolidine-4-carbonitrile C1=NC=C(C2=CC=CC=C12)N1C(N(C[C@@H]1C#N)C1=CC(=NC=C1)C)=O